BrC1=CC(=C(CC2=NC3=C(N2[C@H]2COCC2(C)C)C=C(C=C3)C(=O)OC)C=C1F)F Methyl (R)-2-(4-bromo-2,5-difluorobenzyl)-1-(4,4-dimethyltetrahydrofuran-3-yl)-1H-benzo[d]imidazole-6-carboxylate